3-(4-(pyridin-2-yloxy)phenyl)-4,5-dihydroisoxazole-5-carboxamide N1=C(C=CC=C1)OC1=CC=C(C=C1)C1=NOC(C1)C(=O)N